ClC1=CC=C2C(=N1)N=C(N2)CN2CC1=C(CC2)N(C=C1C1=C(C=C(C=C1)OC)Cl)CC 5-({5-chloro-1H-imidazo[4,5-b]pyridin-2-yl}methyl)-3-(2-chloro-4-methoxyphenyl)-1-ethyl-1H,4H,5H,6H,7H-pyrrolo[3,2-c]pyridine